7-(4-cyclopropyl-1H-imidazol-1-yl)-2-(3-(4-isopropyl-4H-1,2,4-triazol-3-yl)phenyl)-6-methylphthalazin-1(2H)-one C1(CC1)C=1N=CN(C1)C1=C(C=C2C=NN(C(C2=C1)=O)C1=CC(=CC=C1)C1=NN=CN1C(C)C)C